C1(=CC=CC=2C(=CC=CC12)CO)CO 5-naphthalenedimethanol